3-Oxo-2-phenethyl-2,3-dihydro-1H-isoindole-4-carboxylic acid O=C1N(CC=2C=CC=C(C12)C(=O)O)CCC1=CC=CC=C1